O=C([C@H](C[C@H]1C(NCC1)=O)NC([C@H](CC(C)C)NC(OC(CC1=CC=CC=C1)C1=CC=CC=C1)=O)=O)C(NCC1=NC=CC=C1)=O 1,2-Diphenylethyl ((S)-1-(((S)-3,4-dioxo-1-((S)-2-oxopyrrolidin-3-yl)-4-((pyridin-2-ylmethyl)amino)butan-2-yl)amino)-4-methyl-1-oxopentan-2-yl)carbamate